4-nitrobenzyl ((2S,3R)-3-((2-oxabicyclo[2.2.2]octan-4-yl)methoxy)-1-oxo-1-(4-(4-(trifluoromethyl)benzyl)piperazin-1-yl)butan-2-yl)carbamate C12OCC(CC1)(CC2)CO[C@@H]([C@@H](C(N2CCN(CC2)CC2=CC=C(C=C2)C(F)(F)F)=O)NC(OCC2=CC=C(C=C2)[N+](=O)[O-])=O)C